tert-butyl ((S)-(4,4-difluorocyclohexyl)(7-((S)-1-((3-(1,3-dioxoisoindolin-2-yl)-2,2-difluoropropyl)amino)-2-methoxyethyl)imidazo[1,2-b]pyridazin-2-yl)methyl)carbamate FC1(CCC(CC1)[C@@H](C=1N=C2N(N=CC(=C2)[C@@H](COC)NCC(CN2C(C3=CC=CC=C3C2=O)=O)(F)F)C1)NC(OC(C)(C)C)=O)F